α-D-glucofuranose O[C@@H]1[C@H](O)[C@@H](O)[C@H](O1)[C@H](O)CO